O[C@H](C(=O)OCC[C@@H](C)O)C (R)-3-Hydroxybutyl (S)-2-hydroxypropanoate